N1C=NC2=C1C=C(C=C2)N2C(OC[C@@H]2C2=CC=C(C=C2)Cl)=O (S)-3-(1H-Benzo[d]imidazol-6-yl)-4-(4-chlorophenyl)oxazolidin-2-on